F[C@H]1COCC[C@H]1N1N=NC(=C1)C 1-(1-((3R,4R)-3-fluoro-tetrahydropyran-4-yl)-1H-triazol-4-yl)-methane